FC=1C(=NC=NC1)C1=CC(=CC=C1)C=1C(=NC=CC1)OC 5-fluoro-4-(3-(2-methoxypyridin-3-yl)phenyl)pyrimidin